5-chloro-N-(2,6-dichlorophenyl)-2-hydroxybenzamide ClC=1C=CC(=C(C(=O)NC2=C(C=CC=C2Cl)Cl)C1)O